ClC=1C(=C(C(=O)OC)C=CC1O)O methyl 3-chloro-2,4-dihydroxybenzoate